N-[2-(dimethylamino) ethyl]-N-methyldithiocarbamate CN(CCN(C([S-])=S)C)C